((2-(((S)-1-((S)-2-((5-benzylthiazol-2-yl)carbamoyl)pyrrolidin-1-yl)-3,3-dimethyl-1-oxobutan-2-yl)carbamoyl)benzo[b]thiophen-5-yl)difluoromethyl)phosphonic acid C(C1=CC=CC=C1)C1=CN=C(S1)NC(=O)[C@H]1N(CCC1)C([C@H](C(C)(C)C)NC(=O)C1=CC2=C(S1)C=CC(=C2)C(F)(F)P(O)(O)=O)=O